(4-Benzyl-(p-toluenesulfonyl)amino)benzenesulfonamide phenyl-(S)-(3-(1-((4-methyl-4H-1,2,4-triazol-3-yl)thio)ethyl)phenyl)carbamate C1(=CC=CC=C1)N(C(O)=O)C1=CC(=CC=C1)[C@H](C)SC1=NN=CN1C.C(C1=CC=CC=C1)C1(CC=C(C)C=C1)S(=O)(=O)NC1=C(C=CC=C1)S(=O)(=O)N